OC1(CC(C1)C(=O)N1CC2(C1)CCC(CC2)C2=CC=C1C(=N2)N(C=C1)C)C ((1s,3s)-3-Hydroxy-3-methylcyclobutyl)(7-(1-methyl-1H-pyrrolo[2,3-b]pyridin-6-yl)-2-azaspiro[3.5]nonan-2-yl)methanon